4-(trifluoromethyl)isoquinolin-3-amine FC(C1=C(N=CC2=CC=CC=C12)N)(F)F